1-ethyl-3-(4-fluorophenyl)-1H-pyrazole C(C)N1N=C(C=C1)C1=CC=C(C=C1)F